F[C@H]1[C@@H](CN(C1)C=1C=NC2=NC(=CC=C2C1)C1=CC2=CN(N=C2C(=C1OCOC)C)C)N(C(OC(C)(C)C)=O)C tert-butyl N-[(3R,4R)-4-fluoro-1-{7-[6-(methoxymethoxy)-2,7-dimethylindazol-5-yl]-1,8-naphthyridin-3-yl}pyrrolidin-3-yl]-N-methylcarbamate